Cl.F\C=C(\CN)/COC=1C=C2C=CC(=NC2=CC1)C1=NC=CC=C1 (Z)-3-fluoro-2-[[2-(2-pyridyl)-6-quinolyl]oxymethyl]prop-2-en-1-ylamine hydrochloride